N-((S)-1-(((S)-1-(((S)-1-amino-1-oxo-3-((S)-2-oxopyrrolidin-3-yl)propan-2-yl)amino)-3-cyclopropyl-1-oxopropan-2-yl)amino)-3-(naphthalen-1-yl)-1-oxopropan-2-yl)pyrazine-2-carboxamide NC([C@H](C[C@H]1C(NCC1)=O)NC([C@H](CC1CC1)NC([C@H](CC1=CC=CC2=CC=CC=C12)NC(=O)C1=NC=CN=C1)=O)=O)=O